NC1=C2C(=NC=N1)N(N=C2C2=CC(=C(C=C2)OC(C)C)F)C(C)C=2C=C1N(C(C2C2=CC=CC=C2)=O)C(=CS1)C 7-(1-(4-Amino-3-(3-fluoro-4-isopropoxyphenyl)-1H-pyrazolo[3,4-d]pyrimidin-1-yl)ethyl)-3-methyl-6-phenyl-5H-thiazolo[3,2-a]pyridin-5-one